(S)-2-(2,6-difluorobenzoylamino)-3-(8-(6-fluoro-1,4-dimethyl-2-oxo-1,2-dihydroquinolin-3-yl)quinoxalin-5-yl)propionic acid FC1=C(C(=O)N[C@H](C(=O)O)CC2=C3N=CC=NC3=C(C=C2)C=2C(N(C3=CC=C(C=C3C2C)F)C)=O)C(=CC=C1)F